3-((S)-2-hydroxy-3-((R)-8-(quinolin-6-ylsulfonyl)-1-oxa-8-azaspiro[4.5]decan-3-ylamino)propoxy)benzenesulfonamide O[C@H](COC=1C=C(C=CC1)S(=O)(=O)N)CN[C@H]1COC2(C1)CCN(CC2)S(=O)(=O)C=2C=C1C=CC=NC1=CC2